N1N=CC(=C1)C1=CC=C(C=C1)NC1=NC(=NC=C1)N1CCNCC1 N-(4-(1H-pyrazol-4-yl)phenyl)-2-(piperazin-1-yl)pyrimidin-4-amine